(R)-5-(5-(1-(3,5-dichloropyridin-4-yl)ethoxy)-1H-indazol-3-yl)-2-(6,6-dioxido-6-thia-2-azaspiro[3.4]octan-2-yl)nicotinonitrile ClC=1C=NC=C(C1[C@@H](C)OC=1C=C2C(=NNC2=CC1)C=1C=NC(=C(C#N)C1)N1CC2(C1)CS(CC2)(=O)=O)Cl